COC=1C=NC2=CC=C(C=C2N1)C(C)O 1-(3-methoxyquinoxalin-6-yl)ethan-1-ol